5-fluoro-N-(3-methyl-4-{[1,2,4]triazolo[1,5-a]pyridin-7-yloxy}phenyl)-6-(2-methylpiperazin-1-yl)quinazolin-4-amine hydrochloride Cl.FC1=C2C(=NC=NC2=CC=C1N1C(CNCC1)C)NC1=CC(=C(C=C1)OC1=CC=2N(C=C1)N=CN2)C